3-dihydroxyboryl-phenylalanine OB(C=1C=C(C[C@H](N)C(=O)O)C=CC1)O